C(C)(=O)N[C@@H]1[C@H]([C@H]([C@H](N(C1)C(CCCCC(=O)OCC1=CC=CC=C1)=O)COC(C)(C)C)O)O benzyl 6-[(2R,3S,4R,5S)-5-acetamido 2-(tert-butoxymethyl)-3,4-dihydroxy-1-piperidinyl]-6-oxo-hexanoate